2-amino-5-((4-bromophenyl)ethynyl)-4'-sulfamoyl-[1,1'-biphenyl]-3-carboxamide NC1=C(C=C(C=C1C(=O)N)C#CC1=CC=C(C=C1)Br)C1=CC=C(C=C1)S(N)(=O)=O